4-(2-((1-Cyclohexyl-1H-pyrazol-4-yl)amino)-5-methylpyrimidin-4-yl)benzoic Acid C1(CCCCC1)N1N=CC(=C1)NC1=NC=C(C(=N1)C1=CC=C(C(=O)O)C=C1)C